C(CCCC\C=C\CC)=O (E)-non-6-enal